methyl 3-((7-(8-ethyl-7-fluoro-3-(methoxymethoxy)naphthalen-1-yl)-8-fluoro-2-(((2R,7aS)-2-fluorotetrahydro-1H-pyrrolizin-7a(5H)-yl)methoxy)pyrido[4,3-d]pyrimidin-4-yl)amino)propanoate C(C)C=1C(=CC=C2C=C(C=C(C12)C1=C(C=2N=C(N=C(C2C=N1)NCCC(=O)OC)OC[C@]12CCCN2C[C@@H](C1)F)F)OCOC)F